hexose 1-phosphate C(C1C(C(C(C(O1)OP(=O)(O)O)O)O)O)O